C(C)C1(CCCCC1)O 1-ethylcyclohexanol